2-(4-(2-(aminomethyl)-4-oxo-3,4-dihydroquinazolin-7-yl)-1-methyl-1H-pyrazol-5-yl)-4-chloro-3-fluoro-6-vinylbenzonitrile NCC1=NC2=CC(=CC=C2C(N1)=O)C=1C=NN(C1C1=C(C#N)C(=CC(=C1F)Cl)C=C)C